C(C)(C)(C)OC(=O)N1C[C@@H](CCC1)NC=1C2=C(N=C(N1)C(=O)OCC)NC=C2 Ethyl (R)-4-((1-(tert-butoxycarbonyl) piperidin-3-yl) amino)-7H-pyrrolo[2,3-d]pyrimidinecarboxylate